N=1C=CN2COC3=C(C21)C=C(C=C3)N benzo[e]imidazo[3,2-c][1,3]oxazin-9-amine